(R)-2-cyclopropyl-5-fluoro-3-((6-fluoro-2-methylpyridin-3-yl)oxy)-N-(3-(S-methylamino-sulfinyl)phenyl)isonicotinamide C1(CC1)C=1C(=C(C(=O)NC2=CC(=CC=C2)[S@@](=O)NC)C(=CN1)F)OC=1C(=NC(=CC1)F)C